Cl.FC1=C(C=CC(=C1)OC)CCN 2-(2-fluoro-4-methoxy-phenyl)-ethylamine hydrochloride